2-(2,6-dioxopiperidin-3-yl)-5-(4-(2-(1-(3-fluoro-2-((8-fluoroisoquinolin-6-yl)amino)pyridin-4-yl)piperidin-4-yl)ethyl)piperazin-1-yl)isoindoline-1,3-dione O=C1NC(CCC1N1C(C2=CC=C(C=C2C1=O)N1CCN(CC1)CCC1CCN(CC1)C1=C(C(=NC=C1)NC=1C=C2C=CN=CC2=C(C1)F)F)=O)=O